C(=C)C=1C=CC2=C(C2)C1 4-Vinylbenzocyclopropene